BrC1=C(C=C2N=CC=3N(CN4C3C2=C1OCC41CCOCC1)C)F 7-bromo-6-fluoro-2-methyl-2',3',5',6'-tetrahydro-9H-8-oxa-2,4,10a-triazaspiro[naphtho[2,1,8-cde]azulene-10,4'-pyran]